C(=O)[C@@H]1CN(CCN1C)C(=O)OC(C)(C)C Tert-butyl (3S)-3-formyl-4-methyl-piperazine-1-carboxylate